(S)-alpha-ethyl-2-oxo-pyrrolidineacetamide C(C)[C@@H](C(=O)N)N1C(CCC1)=O